2-(4-(dimethylamino)phenyl)acetic acid CN(C1=CC=C(C=C1)CC(=O)O)C